CC1(OCC(O1)CNO)C N-((2,2-dimethyl-1,3-dioxolane-4-yl)methyl)hydroxylamine